4-(((3-azabicyclo[3.1.0]hexan-3-yl)sulfonyl)carbamoyl)-5-ethoxy-2-fluorobenzoic acid C12CN(CC2C1)S(=O)(=O)NC(=O)C1=CC(=C(C(=O)O)C=C1OCC)F